(S)-2-(3-(2-(Dimethylamino)ethyl)-6-oxopyridazin-1(6H)-yl)-4-methylpentanamide CN(CCC1=NN(C(C=C1)=O)[C@H](C(=O)N)CC(C)C)C